[Si](C)(C)(C(C)(C)C)OCC=1C=C(OCC=2C=C(C(=O)OC)C=CC2OC)C=CC1 methyl 3-((3-((tert-butyl (dimethyl) silyl) oxymethyl) phenoxy) methyl)-4-methoxy-benzoate